C[C@H]1CCCOCCN2N=CC(C3=NNC=4C=CC(O1)=CC34)=N2 (12S)-12-methyl-8,13-dioxa-4,5,18,19,22-pentaazatetracyclo[12.5.2.12,5.017,20]docosa-1(19),2(22),3,14(21),15,17(20)-hexaene